8-Methyl-4-methylenenon-7-en-2-one CC(=CCCC(CC(C)=O)=C)C